6-bromo-2-(3-chloropyrazin-2-yl)-4-methyl-1,3,4-oxadiazin-5-one BrC1C(N(N=C(O1)C1=NC=CN=C1Cl)C)=O